germanium-vanadium oxygen [O].[V].[Ge]